2-((S)-isopropylsulfinyl)-3-methyl-2,3,4,9-tetrahydro-1H-pyrido[3,4-b]indole C(C)(C)[S@](=O)N1CC=2NC3=CC=CC=C3C2CC1C